3-(pyrimidin-2-yl)-1,3-dihydro-2H-benzo[d]imidazol-2-one N1=C(N=CC=C1)N1C(NC2=C1C=CC=C2)=O